The molecule is a member of the class of adenosines that is adenosine with the hydrogen on the 5'-hydroxy group replaced with a propanoyl group. It derives from an adenosine. CCC(=O)OC[C@@H]1[C@H]([C@H]([C@@H](O1)N2C=NC3=C(N=CN=C32)N)O)O